NCNC[Si](OCCC)(OCCC)OCCC N-aminomethylaminomethyl-tripropoxysilane